OC1=C(C=CC(=C1)C1=C(N=CS1)C)\C(\C)=N\[S@](=O)C(C)(C)C (R,E)-N-(1-(2-hydroxy-4-(4-methylthiazol-5-yl)phenyl)ethylidene)-2-methylpropane-2-sulfinamide